chlorocarbenium chloride [Cl-].Cl[CH2+]